C(C)(=O)N1CCN(CC1)CC=1C=C(C=CC1)N(S(=O)(=O)CC)CC1=C(C=C(C=C1)C(=O)NN)F N-(3-((4-acetylpiperazin-1-yl)methyl)phenyl)-N-(2-fluoro-4-(hydrazinecarbonyl)benzyl)ethanesulfonamide